(S)-2-(2-hydroxypropan-2-yl)-N'-((6-isopropyl-2,3-dihydro-1H-inden-5-yl)carbamoyl)thiazole-5-sulfonimidamide OC(C)(C)C=1SC(=CN1)[S@](=O)(N)=NC(NC=1C=C2CCCC2=CC1C(C)C)=O